O1[C@H](COCC1)CC1C(CC(NC1)=O)=O 5-[(2S)-1,4-dioxan-2-ylmethyl]piperidine-2,4-dione